C(C)OC1=C(C(=O)NC(C)C2=CC(=CC=C2)OCC(F)(F)F)C=C(C=C1)NC(C(C)C)=O 2-ethoxy-5-isobutyrylamino-N-(1-(3-(2,2,2-trifluoroethoxy)phenyl)ethyl)benzamide